p-phenylenebenzobisoxazoline C1(=CC=C(C=C1)C=1OC2=C(N1)C=CC=C2)C=2OC1=C(N2)C=CC=C1